(R)-N-(2-(4-(cyclopropanesulphonylamino)pyridin-2-yl)-1-methoxypropan-2-yl)-5-(6-ethoxypyrazin-2-yl)thiazole-2-carboxamide C1(CC1)S(=O)(=O)NC1=CC(=NC=C1)[C@@](COC)(C)NC(=O)C=1SC(=CN1)C1=NC(=CN=C1)OCC